(7-ethoxy-4-methylcoumarin-3-yl)phenyliodonium hexafluorophosphate F[P-](F)(F)(F)(F)F.C(C)OC1=CC=C2C(=C(C(OC2=C1)=O)[I+]C1=CC=CC=C1)C